3-[5-Benzyloxy-1-(3,4-difluorophenyl)-2-tetrahydropyran-4-yl-indol-3-yl]cyclohex-2-ene-1-carboxylic acid C(C1=CC=CC=C1)OC=1C=C2C(=C(N(C2=CC1)C1=CC(=C(C=C1)F)F)C1CCOCC1)C1=CC(CCC1)C(=O)O